t-butyl-trimethoxysilane C(C)(C)(C)[Si](OC)(OC)OC